2-[(2E)-2-(aminomethyl)-3-fluoroprop-2-en-1-yl]-4-(5-[6-(piperidin-1-yl)pyridin-3-yl]thiophen-2-ylmethyl)-2,4-dihydro-3H-1,2,4-triazol-3-one hydrochloride Cl.NC/C(/CN1N=CN(C1=O)CC=1SC(=CC1)C=1C=NC(=CC1)N1CCCCC1)=C\F